FC=1C=NC=C(C1C#CC1=CC=C(NC)C=C1)F 4-((3,5-Difluoropyridin-4-yl)ethynyl)-N-methylaniline